OC(C)C=1C=CC(N(N1)COCC[Si](C)(C)C)=O 6-(1-hydroxyethyl)-2-((2-(trimethylsilyl)ethoxy)methyl)pyridazin-3(2H)-one